SCCCC=1C(=C(C=CC1)C1=C(C=CC=C1)OCCCS)OCCCS (3-Mercaptopropyl)-2,2'-bis(3-mercaptopropoxy)biphenyl